(2S)-2-{[(3,4-dihydro-2H-1-benzopyran-5-yl)methyl]amino}-5,5-dimethylhexanoic acid O1CCCC2=C1C=CC=C2CN[C@H](C(=O)O)CCC(C)(C)C